F[C@H]1CN(CC[C@H]1NC1=CC=CC=2N1N=C(C2CC(F)(F)F)C#CCNC(=O)C=2C=NC(=CC2)C(C)(C)O)C N-[3-(7-{[(3S,4R)-3-fluoro-1-methylpiperidin-4-yl]amino}-3-(2,2,2-trifluoroethyl)pyrazolo[1,5-a]pyridin-2-yl)prop-2-yn-1-yl]-6-(2-hydroxyprop-2-yl)pyridine-3-carboxamide